C1(CCCC1)C(C(=O)OCCCC)C butyl 2-cyclopentylpropionate